N1C(=C(C2=CC=CC=C12)[2H])C(=O)N 1H-indole-2-carboxamide-3-d